5-((3-(3-(4-(tert-butyl)pyridin-2-yl)cyclopentyl)-1H-pyrazol-5-yl)amino)-4-fluoro-2,3-dihydrobenzo[d]isothiazole 1,1-dioxide C(C)(C)(C)C1=CC(=NC=C1)C1CC(CC1)C1=NNC(=C1)NC=1C=CC2=C(CNS2(=O)=O)C1F